BrC=1C=C(C=C(C1O)C)C(C)(C)C1=CC(=C(C(=C1)C)O)Br 2,2-bis(3-bromo-4-hydroxy-5-methylphenyl)propane